FC1=CN=CC2=C1N=CN=C2N2CCOCCC2 8-fluoro-4-(1,4-oxazepan-4-yl)pyrido[4,3-d]pyrimidin